C(C)C1(COC1)COC(O[SiH3])(OCC1(COC1)CC)OCC1(COC1)CC tris[(3-ethyloxetan-3-yl)methoxy]methoxysilane